2,3,5,6-tetraaminopyrazine NC1=NC(=C(N=C1N)N)N